sulfonatooxy sulfate S(=O)(=O)(OOS(=O)(=O)[O-])[O-]